C(C)(C)(C)[Si](OCC1=C(C(=CC=C1)C(C)C)NC(=O)NC(C1=C(N=C(C(=C1)Cl)Cl)Cl)=O)(C1=CC=CC=C1)C1=CC=CC=C1 N-((2-(((tert-butyldiphenyl-silyl)oxy)methyl)-6-isopropylphenyl)carbamoyl)-2,5,6-trichloronicotinamide